BrC1=CC=C(C(=O)N2CCCCC2)C=C1 (4-bromobenzoyl)piperidine